C12C(C3CC(CC(C1)C3)C2)N(C2=C(C=C(C=C2)N)OC)C2=NC=C(C(=N2)Cl)C(F)(F)F N-(adamantan-2-yl)-N-(4-chloro-5-(trifluoromethyl)pyrimidin-2-yl)-2-methoxybenzene-1,4-diamine